C(C)OC(=O)C1=C(C2=C(CC3(C4=CN(N=C24)CC2=NC=C(C=C2)C)CCC3)O1)C.C(C)O[SiH](NC(C)(C)C)OCC diethoxy(tert-butylamino)silane ethyl-8'-methyl-2'-[(5-methylpyridin-2-yl)methyl]-2',5'-dihydrospiro[cyclobutane-1,4'-furo[2,3-g]indazole]-7'-carboxylate